C(C=C)PN(PCC=C)C=1S(C=CC1)(=O)=O N,N-bis-(allylphosphino)aminothiophene-1,1-dioxide